COC=1N=C2C(=CC=NC2=CC1OC)OC1=C(C=C(C=C1)NC(=O)C1=CN(C=C(C1=O)C1=CC=C(C=C1)F)N(C)C)F N-[4-[(6,7-dimethoxy-1,5-naphthyridin-4-yl)oxy]-3-fluorophenyl]-1-(dimethylamino)-5-(4-fluorophenyl)-4-oxopyridine-3-carboxamide